ClC=1C(=C(C=CC1Cl)C(C(=O)OC)C(=O)OC)[N+](=O)[O-] Dimethyl 2-(3,4-dichloro-2-nitro-phenyl)propanedioate